7-{4-[1-(difluoromethyl)cyclopropyl]phenyl}-2-(methylsulfanyl)imidazo[4,3-f][1,2,4]triazine FC(C1(CC1)C1=CC=C(C=C1)C1=NC=C2C=NC(=NN21)SC)F